C(C)NC(=O)C=1N=CC(=NC1)NC1=NN2C(C=C(C=C2)C2=C(C=NC(=C2)C)OC2C[C@H]3COC[C@@H](C2)N3C(=O)OC(C)(C)C)=C1 tert-butyl (1R,5S,7s)-7-((4-(2-((5-(ethylcarbamoyl)pyrazin-2-yl)amino)pyrazolo[1,5-a]pyridin-5-yl)-6-methylpyridin-3-yl)oxy)-3-oxa-9-azabicyclo[3.3.1]nonane-9-carboxylate